1-(4-(3-(4-(hydroxymethyl)phenyl)-1H-pyrrolo[2,3-b]pyridin-5-yl)benzyl)piperidin-3-ol OCC1=CC=C(C=C1)C1=CNC2=NC=C(C=C21)C2=CC=C(CN1CC(CCC1)O)C=C2